Methyl 2-(5-fluoropyridin-2-yl)-6-methyl-4,5,6,7-tetrahydropyrazolo[1,5-a]pyridine-6-carboxylate FC=1C=CC(=NC1)C1=NN2C(CCC(C2)(C(=O)OC)C)=C1